5-methoxy-4-(((2S)-2-(4-(methoxycarbonyl)phenyl)-4-(thiophen-3-yl)piperidin-1-yl)methyl)-7-methyl-1H-indole-1-carboxylic acid tert-butyl ester C(C)(C)(C)OC(=O)N1C=CC2=C(C(=CC(=C12)C)OC)CN1[C@@H](CC(CC1)C1=CSC=C1)C1=CC=C(C=C1)C(=O)OC